europium tetraeuropium [Eu].[Eu].[Eu].[Eu].[Eu]